C(N)(OC(CC(C)(C)C)(C)CC1OCC2(C3=C1SC=C3)CC2)=O tert-butyl((5',7'-dihydrospiro[cyclopropane-1,4'-thieno[2,3-c]pyran]-7'-yl)methyl)(isopropyl) carbamate